(1H)-Pyrrole-2-carboxaldehyde N1C(=CC=C1)C=O